methyl 2-(2-cyano-4-(6-((4-cyano-2-fluorobenzyl) oxy) pyridin-2-yl)-3-fluorobenzyl)-1-(2-methoxyethyl)-1H-benzo[d]imidazole-6-carboxylate C(#N)C1=C(CC2=NC3=C(N2CCOC)C=C(C=C3)C(=O)OC)C=CC(=C1F)C1=NC(=CC=C1)OCC1=C(C=C(C=C1)C#N)F